N-(8-Cyclopropylisoquinolin-4-yl)-4-fluorobenzamide C1(CC1)C=1C=CC=C2C(=CN=CC12)NC(C1=CC=C(C=C1)F)=O